(4-amino-4-methylpiperidin-1-yl)(5-((2-fluorophenyl)thio)furan-2-yl)methanone NC1(CCN(CC1)C(=O)C=1OC(=CC1)SC1=C(C=CC=C1)F)C